1-(9Z-octadecenoyl)-2-docosanoyl-sn-glycero-3-phosphocholine CCCCCCCCCCCCCCCCCCCCCC(=O)O[C@H](COC(=O)CCCCCCC/C=C\CCCCCCCC)COP(=O)([O-])OCC[N+](C)(C)C